COC=1C=CC=2C(=C3C=4C(C=CN(C4C2)C)=CC=C3)C1OC 10,11-dimethoxy-6-methyl-6H-dibenzo[de,g]quinoline